BrC1=NN(C=C1)CCOC1OCCCC1 3-bromo-1-(2-((tetrahydro-2H-pyran-2-yl)oxy)ethyl)-1H-pyrazole